2-((5,6-dichloro-1-(hydroxymethyl)-9-(1H-pyrazol-4-yl)-2,3-dihydro-1H-pyrrolo[1,2-a]indol-8-yl)oxy)acetonitrile ClC1=C(C=C(C=2C(=C3N(C12)CCC3CO)C=3C=NNC3)OCC#N)Cl